2,4,6-trimethoxypyridine COC1=NC(=CC(=C1)OC)OC